ClC=1C=C(CCN2C[C@@H]3N(CC2)S(OC3)(=O)=O)C=CC1 (S)-5-(3-chlorophenethyl)hexahydro-[1,2,3]oxathiazolo[3,4-a]pyrazine 1,1-dioxide